FC(C1=NN=C(O1)C1=CC(=C(CN(C(=S)N2[C@@H]3CN([C@H](C2)C3)C(C)C)C3=CC=C(C=C3)F)C=C1)F)F (1S,4S)-N-(4-(5-(difluoromethyl)-1,3,4-oxadiazol-2-yl)-2-fluorobenzyl)-N-(4-fluorophenyl)-5-isopropyl-2,5-diazabicyclo[2.2.1]heptane-2-thioamide